9-(3-(methoxymethyl)bicyclo[1.1.1]pentan-1-yl)-7-methyl-2-((7-methyl-[1,2,4]triazolo[1,5-a]pyridin-6-yl)amino)-7,9-dihydro-8H-purin-8-one COCC12CC(C1)(C2)N2C1=NC(=NC=C1N(C2=O)C)NC=2C(=CC=1N(C2)N=CN1)C